CC1(OC[C@H](O1)CO)C (R)-2,2-dimethyl-1,3-dioxolane-4-methanol